[N+](=O)([O-])C(COC(C1=C(C(=CC(=C1)F)F)F)=O)(C)[N+](=O)[O-] (2,2-dinitropropyl)-2,3,5-trifluoro-benzoate